P(=O)(O)(O)C(CC(=O)O)(CCC(=O)O)C(=O)O.[Ca] calcium 2-phosphonobutane-1,2,4-tricarboxylic acid